C(C)(C)N(C(C)C)P(OCCC#N)N(C(C)C)C(C)C 3-((Bis(diisopropylamino)phosphino)oxy)propanenitrile